ICC=1NC=CN1 iodomethylimidazole